(S)-3-aminotetradecanoic acid methyl ester COC(C[C@H](CCCCCCCCCCC)N)=O